dianthracene Zinc [Zn].C1=CC=CC2=CC3=CC=CC=C3C=C12.C1=CC=CC2=CC3=CC=CC=C3C=C12